C12(CC3CC(CC(C1)C3)C2)NCCCCNC(=O)C2=NN(C(=C2C)C2=CC=C(C=C2)Cl)C2=C(C=C(C=C2)Cl)Cl N-(4-(((3s,5s,7s)-adamantan-1-yl)amino)butyl)-5-(4-chlorophenyl)-1-(2,4-dichlorophenyl)-4-methyl-1H-pyrazole-3-carboxamide